CC=1NC=C(N1)C1=C2C=CC(=CC2=CC=C1)C(=O)OC methyl 5-(2-methyl-1H-imidazol-4-yl)-2-naphthoate